3-(6-fluoro-2H-benzopyran-3-yl)-5-(2-fluoro-5-nitrophenyl)-1,2,4-oxadiazole FC=1C=CC2=C(C=C(CO2)C2=NOC(=N2)C2=C(C=CC(=C2)[N+](=O)[O-])F)C1